4-hydroxy-phenylpyruvate OC1=CC=C(C=C1)CC(C(=O)[O-])=O